(1-(4-bromophenyl)piperidin-4-yl)methanol BrC1=CC=C(C=C1)N1CCC(CC1)CO